FC(C)(F)C=1C=C(C=CC1F)C=1C=C2C(=NC1)C=NN2CC=2C=NC=C(C2)F 6-[3-(1,1-Difluoroethyl)-4-fluoro-phenyl]-1-[(5-fluoro-3-pyridyl)methyl]pyrazolo[4,3-b]pyridine